BrC=1C=C(C=C(C1N)Br)CCC1=CC(=C(C(=C1)Br)N)Br 3,5,3',5'-tetrabromo-4,4'-diaminobibenzyl